C(C)OC(\N=C\1/SC=C(N1C1=CC=CC=C1)C)=O (Z)-(4-methyl-3-phenylthiazol-2(3H)-ylidene)carbamic acid ethyl ester